ClC=1C=C(C=C2C(=C(C=NC12)C#N)NC=1C=NC(=C(C1)F)F)N[C@H](C=1N=NNC1)C=1C(=NC(=CC1)Cl)C (S)-8-chloro-6-(((6-chloro-2-methylpyridin-3-yl)(1H-1,2,3-triazol-4-yl)methyl)amino)-4-((5,6-difluoropyridin-3-yl)amino)quinoline-3-carbonitrile